3-dodecyloxy-2-hydroxypropyl-di-(2-hydroxyethyl)amine C(CCCCCCCCCCC)OCC(CN(CCO)CCO)O